F[C@@H]\1[C@@]2(CC[C@](C/C1=C\C=1N=CC(=NC1)C1=C(C=C(C=C1)N1N=C(N=N1)C)O)(N2)C)C 2-(5-((E)-((1s,2s,5r)-2-fluoro-1,5-dimethyl-8-azabicyclo[3.2.1]oct-3-ylidene)methyl)pyrazin-2-yl)-5-(5-methyl-2H-tetrazol-2-yl)phenol